C(C(=C)C)(=O)OC1CC(CC(C1)C(C(F)(F)F)(O)C(F)(F)F)C(C(F)(F)F)(C(F)(F)F)O 3,5-bis[2,2,2-trifluoro-1-hydroxy-1-(trifluoromethyl) ethyl]Cyclohexyl methacrylate